C(=O)O.NCC1CN(CC1)C(CNC(C1=C(C=C(C=C1)NC=1C=2N(C=CN1)C(=CN2)C=2C(=NN(C2)CC(F)F)C(F)(F)F)CC)=O)=O N-[2-[3-(aminomethyl)pyrrolidin-1-yl]-2-oxo-ethyl]-4-[[3-[1-(2,2-difluoroethyl)-3-(trifluoromethyl)pyrazol-4-yl]imidazo[1,2-a]pyrazin-8-yl]amino]-2-ethyl-benzamide formate